4-(3-fluorophenyl)-1H-pyrrole-2-carboxamide FC=1C=C(C=CC1)C=1C=C(NC1)C(=O)N